C(C)(=O)N[C@@H](C=O)[C@@H](O)C(=O)[C@H](O)C 2-acetamido-2,6-dideoxy-D-xylo-hexos-4-ulose